FC1(C[C@H]2C[C@H](CC[C@@]2(C2CC[C@]3([C@H](C12)CC[C@@H]3[C@H](C)CCCC3(CC3)O)C)C)O)F (1R,3aS,5aR,7S,9aS,11aR)-4,4-difluoro-1-[(2R)-5-(hydroxycyclopropyl)pent-2-yl]-9a,11a-dimethylhexadecahydro-1H-cyclopenta[1,2-a]phenanthrene-7-ol